ClC1=C(C=CC(=C1)F)C(C)(C)NC(=O)[C@@H]1CN[C@@H](CO1)CO (2S,5R)-N-(2-(2-chloro-4-fluorophenyl)propan-2-yl)-5-(hydroxymethyl)morpholine-2-carboxamide